4-(4-chloro-2-fluorophenyl)-3-(3-chlorophenyl)-5-((1-methylcyclobutyl)methyl)pyrrolidine-2-carboxylic acid tert-butyl ester C(C)(C)(C)OC(=O)C1NC(C(C1C1=CC(=CC=C1)Cl)C1=C(C=C(C=C1)Cl)F)CC1(CCC1)C